FC=1C=C(C=CC1)C=1C(=NN(C1C(=O)O)C=1SC(=C(N1)C1=CC=C(C=C1)F)SC(C)C)C 4-(3-fluorophenyl)-1-(4-(4-fluorophenyl)-5-(isopropylsulfanyl)thiazol-2-yl)-3-methyl-1H-pyrazole-5-carboxylic acid